1-{3-[6-(trifluoromethyl)-1-benzofuran-2-yl]azetidin-1-yl}prop-2-en-1-one FC(C1=CC2=C(C=C(O2)C2CN(C2)C(C=C)=O)C=C1)(F)F